(1R,5S)-3-[1-[1-(1-bicyclo[1.1.1]pentanyl)pyrazol-4-yl]-5-chloro-indazol-6-yl]-8-(3-pyridyl)-3-azabicyclo[3.2.1]octan-8-ol C12(CC(C1)C2)N2N=CC(=C2)N2N=CC1=CC(=C(C=C21)N2C[C@H]1CC[C@@H](C2)C1(O)C=1C=NC=CC1)Cl